(R)-3,5,5-trimethyl-3-(methylamino)-6-oxocyclohex-1-ene-1-carbonitrile C[C@@]1(C=C(C(C(C1)(C)C)=O)C#N)NC